OC(C)(C)[C@H]1CN(CC1)C1=CC(=C(N=N1)C)NC(=O)C1=NC(=CC=C1)C=1C=NN(C1)C N-[6-[(3R)-3-(1-hydroxy-1-methyl-ethyl)pyrrolidin-1-yl]-3-methyl-pyridazin-4-yl]-6-(1-methylpyrazol-4-yl)pyridine-2-carboxamide